NC(CCO)C1=CC(=CC=C1)OCC1CCCCC1 3-Amino-3-(3-(cyclohexylmethoxy)phenyl)propan-1-ol